NCC(=O)NCCCC[C@H](N)C(=O)O N6-Glycyl-L-lysine